Diazabicyclo[4.3.0]non-5-en N12NCCC=C2CCC1